COC1=CC=C(C=C1)[I+]C1=CC=CC=C1 4-methoxyphenylphenyliodonium